C(C)(C)(C)OC(=O)NC1=C(N=CC(=N1)C(=O)O)C1=C(C(=CC=C1)Cl)Cl 6-((tert-butoxycarbonyl)amino)-5-(2,3-dichlorophenyl)pyrazine-2-carboxylic acid